[Si](C)(C)(C(C)(C)C)OC1=C(C=CC=C1)CO (2-((tert-butyldimethylsilyl)oxy)phenyl)methanol